acetic acid [(2R,3R,4R)-4,5-diacetoxy-2-[2-(methylamino)-2-oxo-ethyl] tetrahydrofuran-3-yl] ester C(C)(=O)O[C@@H]1[C@@H]([C@H](OC1OC(C)=O)CC(=O)NC)OC(C)=O